C1(CCCC1)CN1N=C(N=C1)C(=O)N[C@@H]1C(N(C=2N(CC1)N=C(C2)C)C)=O (S)-1-(Cyclopentylmethyl)-N-(2,4-dimethyl-5-oxo-5,6,7,8-tetrahydro-4H-pyrazolo[1,5-a][1,3]diazepin-6-yl)-1H-1,2,4-triazol-3-carboxamid